acryloyl-Oxyethylhexahydrophthalimide C(C=C)(=O)OCCC12C(=O)NC(C1CCCC2)=O